C1(C2N(CCN1)CCNC2)=O hexahydro-2H-pyrazino[1,2-a]pyrazin-1(6H)-one